FC(OC1=CC(=NN1)NC1=NC(=CN=C1)OC[C@@]1(COCC1)C)F (S)-N-(5-(difluoromethoxy)-1H-pyrazol-3-yl)-6-((3-methyltetrahydrofuran-3-yl)methoxy)pyrazin-2-amine